N-(4-((2-amino-1'-methyl-1',2',3',6'-tetrahydro-[3,4'-bipyridine]-4-yl)oxy)-3-Fluorophenyl)-1-(3-fluoropyridin-2-yl)-5-(trifluoromethyl)-1H-pyrazole-4-carboxamide NC1=NC=CC(=C1C=1CCN(CC1)C)OC1=C(C=C(C=C1)NC(=O)C=1C=NN(C1C(F)(F)F)C1=NC=CC=C1F)F